C(\C=C\C)(=O)O.C(\C=C\C)(=O)O crotonic acid (Crotonate)